(6-chloro-1-hydroxybenzo[d][1,2,3]diazaborinin-2(1H)-yl)-2-phenylethan-1-one ClC1=CC2=C(B(N(N=C2)C(CC2=CC=CC=C2)=O)O)C=C1